C1(CC1)CNC(=O)N1CC=2C=C(C=NC2CC1)[N+](=O)[O-] N-(cyclopropylmethyl)-3-nitro-7,8-dihydro-1,6-naphthyridine-6(5H)-carboxamide